C=C(CC)C=1C=C(C=CC1)O 3-(but-1-en-2-yl)phenol